NN1C(=NC(=C1C(=O)N)C1=CC=C(C=C1)C(NC1=NC=CC(=C1)C)=O)C1N(CCCC1)C(C=CC1=CC=CC=C1)=O 1-amino-2-(1-cinnamoylpiperidin-2-yl)-4-(4-((4-methylpyridin-2-yl)carbamoyl)phenyl)-1H-imidazole-5-carboxamide